antimonyl-sulfur [Sb](=O)#[S]